Cl.FC1=C(C=CC=C1C(F)F)[C@@H](C)N (R)-1-[2-fluoro-3-difluoromethylphenyl]ethylamine hydrochloride